OC=1C=C(CNC(C2=C(C=CC(=C2)Br)N2CCCCC2)=O)C=CC1OC N-(3-hydroxy-4-methoxybenzyl)-2-piperidinyl-5-bromobenzamide